((2,3,5,6-tetrafluorophenyl)sulfonyl)-N-(1-(7-((2-(trimethylsilyl)ethoxy)methyl)-7H-pyrrolo[2,3-d]pyrimidin-4-yl)piperidin-4-yl)acetamide FC1=C(C(=C(C=C1F)F)F)S(=O)(=O)CC(=O)NC1CCN(CC1)C=1C2=C(N=CN1)N(C=C2)COCC[Si](C)(C)C